FC(OC=1C=C(C=CC1)C(COC(F)(F)F)=O)F 1-(3-(difluoromethoxy)phenyl)-2-(trifluoromethoxy)ethan-1-one